ClC1=NC2=C(C(=C(C=C2C(=N1)N1C[C@H]2CC[C@@H](C1)N2C(=O)OC(C)(C)C)Cl)C2=CC(=CC1=CC=C(C(=C21)CC)F)OCOC)F tert-butyl (1R,5S)-3-((S or R)-2,6-dichloro-7-(8-ethyl-7-Fluoro-3-(methoxymethoxy)naphthalen-1-yl)-8-fluoroquinazolin-4-yl)-3,8-diazabicyclo[3.2.1]octane-8-carboxylate